1-(3-methoxy-4-(sulfo)phenyl)-1,2-ethylene glycol COC=1C=C(C=CC1S(=O)(=O)O)C(CO)O